acetaminobenzene N(C(=O)C)C1=CC=CC=C1